COC1=CC=C(CNC2=NC=3C=CC(=CC3C3=C2COCC3)C(=O)O)C=C1 5-((4-methoxybenzyl)amino)-1,4-dihydro-2H-pyrano[3,4-c]quinoline-9-carboxylic acid